(1S)-2-[4-(1,3-benzoxazol-2-yl)-5-hydroxy-1-methyl-6-oxopyrimidin-2-yl]-1-phenyl-3,4-dihydro-1H-isoquinoline-6-carboxamide O1C(=NC2=C1C=CC=C2)C=2N=C(N(C(C2O)=O)C)N2[C@H](C1=CC=C(C=C1CC2)C(=O)N)C2=CC=CC=C2